CN(C1CCN(CC1)C=1C=CC(=NC1)NC1=NC2=C3C(=CC=C2C=N1)ON=C3C(C)C)C N-(5-(4-(dimethylamino)piperidin-1-yl)pyridin-2-yl)-9-isopropylisoxazolo[5,4-H]quinazolin-2-amine